6-(6-((6-cyclopropylpyridin-3-yl)methyl)-3,6-diazabicyclo[3.1.1]heptan-3-yl)-6-(3-hydroxy-3-methylbut-1-yn-1-yl)pyrazolo[1,5-a]pyridine-3-carbonitrile C1(CC1)C1=CC=C(C=N1)CN1C2CN(CC1C2)C2(C=CC=1N(C2)N=CC1C#N)C#CC(C)(C)O